4-Chloro-N-(4-formylphenyl)benzenesulfonamide ClC1=CC=C(C=C1)S(=O)(=O)NC1=CC=C(C=C1)C=O